1,2-dichlorotrifluoroethane ClC(C(Cl)F)(F)F